4-Bromo-2,5-dimethyl-2H-1,2,3-triazole BrC1=NN(N=C1C)C